2,4-Dihydroxybutyric acid OC(C(=O)O)CCO